4-(4-aminophenoxy)-2-fluorophenylbenzenamine NC1=CC=C(OC2=CC(=C(C=C2)C2=C(C=CC=C2)N)F)C=C1